N(=C=O)C(C(=O)[O-])CCCCN=C=O 2,6-diisocyanatohexanoate